8-amino-4,4-dimethyl-N-(5-methyl-4,5,6,7-tetrahydro[1,3]thiazolo[5,4-c]pyridin-2-yl)-1-(tetrahydro-2H-pyran-2-yl)-4,5-dihydro-1H-pyrazolo[4,3-H]quinazoline-3-carboxamide NC1=NC=2C3=C(C(CC2C=N1)(C)C)C(=NN3C3OCCCC3)C(=O)NC=3SC=1CN(CCC1N3)C